ClC1=C(C(=CC=C1)Cl)C1(CN(C1)C1=C(C=C(CN2CCC(CC2)C(=O)O)C=C1C)C)F 1-(4-(3-(2,6-dichlorophenyl)-3-fluoroazetidin-1-yl)-3,5-dimethylbenzyl)-piperidine-4-carboxylic acid